acetyl-L-tryptophan C(C)(=O)N[C@@H](CC1=CNC2=CC=CC=C12)C(=O)O